4-Bromo-2-methyl-6-(oxazol-2-yl)aniline BrC1=CC(=C(N)C(=C1)C=1OC=CN1)C